C(#N)C1=CC(=C(N(C1=O)C)C)C1=C(C=NC(=C1)C)C(=O)O 5-cyano-1,2,6'-trimethyl-6-oxo-1,6-dihydro-[3,4'-bipyridine]-3'-carboxylic acid